N1CC(C1)N1CCC(CC1)C1=CC=C(C=C1)C#CCN 3-(4-(1-(azetidin-3-yl)piperidin-4-yl)phenyl)prop-2-yn-1-amine